CC1=C(OC2=C(C=C(C=C2C1=O)C)C(C)NC1=C(C(=O)O)C=CC=C1)C=1C=NC=C(C1)N1N=CC=C1 2-[1-[3,6-Dimethyl-4-oxo-2-(5-pyrazol-1-yl-3-pyridyl)chromen-8-yl]ethylamino]benzoic acid